Methyl (S)-3-((tert-butoxycarbonyl)amino)-3-(2'-methyl-6'-(pent-4-en-1-yloxy)-[1,1'-biphenyl]-3-yl)propanoate C(C)(C)(C)OC(=O)N[C@@H](CC(=O)OC)C=1C=C(C=CC1)C1=C(C=CC=C1OCCCC=C)C